ClC1=C(C=CC(=C1)Cl)N1N=C(C(=C1C1=CC=C(C(=O)O)C=C1)CC)C(NN1CCCCC1)=O 4-(1-(2,4-Dichlorophenyl)-4-Ethyl-3-(Piperidin-1-Ylcarbamoyl)-1H-Pyrazol-5-Yl)Benzoic Acid